C1C[C@H](NC1)C(=O)O (-)-proline